FC1=C(C(=CC(=C1)OC1=NC=CC=C1)F)C(=O)C1=CNC2=NC=C(C(=C21)N[C@H]2CO[C@@H](CC2)CO)OC (2,6-difluoro-4-(pyridin-2-yloxy)phenyl)(4-(((3R,6S)-6-(hydroxymethyl)tetrahydro-2H-pyran-3-yl)amino)-5-methoxy-1H-pyrrolo[2,3-b]pyridin-3-yl)methanone